C(#N)C=1C=CC=2N(C(N=C(C2N1)N1C[C@H](N(C[C@@H]1C)C(CNC(C(C)C)=O)C1=CC=C(C=C1)C(F)(F)F)CC)=O)C N-(2-((2R,5S)-4-(6-cyano-1-methyl-2-oxo-1,2-dihydropyrido[3,2-d]pyrimidin-4-yl)-2-ethyl-5-methylpiperazin-1-yl)-2-(4-(trifluoromethyl)phenyl)ethyl)isobutyramide